N-(2,6-Difluorophenyl)-4-[4-(2-Fluoro-pyridin-3-yl)-5-methylsulfanyl-pyrimidin-2-ylamino]-benzamid FC1=C(C(=CC=C1)F)NC(C1=CC=C(C=C1)NC1=NC=C(C(=N1)C=1C(=NC=CC1)F)SC)=O